FC1([C@@H](C1)C1=C(C=C(C=C1F)F)[C@@H]1C2=C(NC(=C1C(=O)OC)C)COC2=O)F Methyl (S)-4-(2-((S)-2,2-difluorocyclopropyl)-3,5-difluorophenyl)-2-methyl-5-oxo-1,4,5,7-tetrahydrofuro[3,4-b]pyridine-3-carboxylate